2,4,4-trimethyl-7-pentyl-3,3a,4,9b-tetrahydrocyclopenta[c]chromen-9-ol CC1=CC2C(C(OC=3C=C(C=C(C23)O)CCCCC)(C)C)C1